rac-N-((2,2-dimethyl-1,3-dioxolan-4-yl)methyl)-5-((1-(5-(trifluoromethyl)pyridin-2-yl)-1H-pyrazol-4-yl)amino)picolinamide CC1(OC[C@H](O1)CNC(C1=NC=C(C=C1)NC=1C=NN(C1)C1=NC=C(C=C1)C(F)(F)F)=O)C |r|